C1(=CCCCC1)CO 1-cyclohexene-methanol